monochlorosilane Cl[SiH3]